C(C)(C)(C)OC(=O)N1C(CC[C@H](C1)OC1=NC=2N(C(=C1)NCC1=CC(=CC=C1)P(=O)(C)C)N=CC2C(C)C)(C)C (R)-5-((7-((3-(dimethylphosphoryl)benzyl)amino)-3-isopropylpyrazolo[1,5-a]pyrimidin-5-yl)oxy)-2,2-dimethylpiperidine-1-carboxylic acid tert-butyl ester